NC1=C(C=CC(=N1)N1N=CC(=C1C(F)(F)F)C(=O)NC=1C(=NC(=C(C1)Br)N1N=CC=N1)C)F 1-(6-amino-5-fluoropyridin-2-yl)-N-(5-bromo-2-methyl-6-(2H-1,2,3-triazol-2-yl)pyridin-3-yl)-5-(trifluoromethyl)-1H-pyrazole-4-carboxamide